O=C1C2=C(N=NN1CC(N[C@@H](C)C1=CC=C(C=C1)OC(F)(F)F)=O)C(=CC=C2)SC[C@H](N)C(=O)NCC(=O)O S-(4-oxo-3-(2-oxo-2-(((S)-1-(4-(trifluoromethoxy)phenyl)ethyl)amino)ethyl)-3,4-dihydrobenzo[d][1,2,3]triazin-8-yl)cysteinylglycine